COC=1C=CC=C2C(=CNC12)C([C@H](C1=CC=CC=C1)NCCC1=CC=C(C=C1)S(=O)(=O)N)=O |r| (S)- and (R)-4-(2-((2-(7-Methoxy-1H-indol-3-yl)-2-oxo-1-phenylethyl)amino)ethyl)-benzenesulfonamide